ClC=1C=C(C=C(C1OC1=NC=C(C=C1Cl)C(F)(F)F)Cl)NC(=O)NC(C1=C(C=CC=C1F)F)=O N-[[3,5-dichloro-4-[3-chloro-5-(trifluoromethyl)pyridin-2-yl]oxyphenyl]carbamoyl]-2,6-difluorobenzamide